Imidazole-4,5-dicarboxylic acid dihydrazide N1C=NC(=C1C(=O)NN)C(=O)NN